BrCC1=C2CCC(C2=CC=C1)C1=C(C=CC=C1)C(F)(F)F 4-(bromomethyl)-1-(2-(trifluoromethyl)phenyl)-2,3-dihydro-1H-indene